C(C)(C)OCCCCOC(C)C 1,4-diisopropoxybutane